C1(=CC=CC=C1)S(=O)(=O)NC=1C=C(C=CC1)CC[C@@H](CCCOC1=C(C=CC=C1)CCC(=O)O)O (S)-3-[2-[6-[3-(benzenesulfonamido)phenyl]-4-hydroxyhexoxy]phenyl]propanoic acid